The molecule is a 27-membered polypeptide comprising the sequence Ac-Asp-Pro-Met-Ser-Ser-Thr-Tyr-Ile-Glu-Glu-Leu-Gly-Lys-Arg-Glu-Val-Thr-Ile-Pro-Pro-Lys-Tyr-Arg-Glu-Leu-Leu-Ala-NH2. An acetylated synthetic peptide from human calpastatin that strongly inhibits both calpains I and II but not papain (a cysteine protease) or trypsin (a serine protease). It has a role as an EC 3.4.22.52 (calpain-1) inhibitor and an EC 3.4.22.53 (calpain-2) inhibitor. CC[C@H](C)[C@@H](C(=O)N[C@@H](CCC(=O)O)C(=O)N[C@@H](CCC(=O)O)C(=O)N[C@@H](CC(C)C)C(=O)NCC(=O)N[C@@H](CCCCN)C(=O)N[C@@H](CCCNC(=N)N)C(=O)N[C@@H](CCC(=O)O)C(=O)N[C@@H](C(C)C)C(=O)N[C@@H]([C@@H](C)O)C(=O)N[C@@H]([C@@H](C)CC)C(=O)N1CCC[C@H]1C(=O)N2CCC[C@H]2C(=O)N[C@@H](CCCCN)C(=O)N[C@@H](CC3=CC=C(C=C3)O)C(=O)N[C@@H](CCCNC(=N)N)C(=O)N[C@@H](CCC(=O)O)C(=O)N[C@@H](CC(C)C)C(=O)N[C@@H](CC(C)C)C(=O)N[C@@H](C)C(=O)N)NC(=O)[C@H](CC4=CC=C(C=C4)O)NC(=O)[C@H]([C@@H](C)O)NC(=O)[C@H](CO)NC(=O)[C@H](CO)NC(=O)[C@H](CCSC)NC(=O)[C@@H]5CCCN5C(=O)[C@H](CC(=O)O)NC(=O)C